FC=1C=NN(C1)CC1=CC=C(S1)C1=NOC(=N1)C(F)(F)F 3-[5-[(4-fluoropyrazol-1-yl)methyl]-2-thienyl]-5-(trifluoromethyl)-1,2,4-oxadiazole